C(C)(C)(C)OC(=O)N1C[C@H](N(CC1)C(=O)Cl)C.CC=1C=C(C=C(C1O)C)S(=O)(=O)C1=CC(=C(C(=C1)C)O)C bis-(3,5-dimethyl-4-hydroxyphenyl)sulfone tert-butyl-(R)-4-(chlorocarbonyl)-3-methylpiperazine-1-carboxylate